(E)-3-(2-(3-(3-cyano-5-fluoro-1H-indazol-6-yl)acrylamido)-4-fluoro-3-methylphenyl)propanoic acid C(#N)C1=NNC2=CC(=C(C=C12)F)/C=C/C(=O)NC1=C(C=CC(=C1C)F)CCC(=O)O